1-tert-butyl 2-methyl (R)-4-oxopyrrolidine-1,2-dicarboxylate O=C1C[C@@H](N(C1)C(=O)OC(C)(C)C)C(=O)OC